FC=1C=C2C(=CNC(C2=C(C1)F)=O)C(C)NCC(C)C 6,8-Difluoro-4-(1-(isobutylamino)ethyl)isoquinolin-1(2H)-one